C(C)(C)(C)OC(NC1=C(C(=CC=C1F)F)C)=O (3,6-Difluoro-2-methylphenyl)carbamic acid tert-butyl ester